C(C)C1=C(C=CC=C1)NC(C1=CN=CC(=C1)C1=CC=C(C=C1)C(=O)N1CCNCC1)=O N-(2-ethylphenyl)-5-(4-(piperazine-1-carbonyl)phenyl)nicotinamide